BrC=1C(=NN(C1NC1=C(C(=CC=C1C)OC)C)C1CCCC1)C(F)(F)F 4-bromo-1-cyclopentyl-N-(3-methoxy-2,6-dimethylphenyl)-3-(trifluoromethyl)-1H-pyrazol-5-amine